3-(((5-(2-chlorophenoxy)-1,1-dioxido-4H-benzo[e][1,2,4]thiadiazin-3-yl)amino)methyl)benzoic acid ClC1=C(OC2=CC=CC3=C2NC(=NS3(=O)=O)NCC=3C=C(C(=O)O)C=CC3)C=CC=C1